(benzyloxy)-3-(methoxymethyl)chroman C(C1=CC=CC=C1)OC1OC2=CC=CC=C2CC1COC